C(C)(=O)OCC(CF)OC1=C(C=C(C=C1)Br)C(C)=O 2-(2-acetyl-4-bromophenoxy)-3-fluoropropyl acetate